C(C)(C)(C)S(=O)N=CC1(CN(C1)C(=O)OC(C)(C)C)F tert-butyl 3-(((tert-butylsulfinyl)imino)methyl)-3-fluoroazetidine-1-carboxylate